octyl-(phenyl)(5-(thiophen-2-yl)pentyl)silane Tertbutyl-nitrite C(C)(C)(C)ON=O.C(CCCCCCC)[SiH](CCCCCC=1SC=CC1)C1=CC=CC=C1